CC1=C(C=CC=C1)NC(=O)C(C(C)=O)N=NC1=C(C=C(C=C1)S(=O)(=O)[O-])[N+](=O)[O-] 4-[[1-[[(2-methylphenyl)amino]carbonyl]-2-oxopropyl]azo]-3-nitrobenzenesulphonate